COC1(C2=CC=CC=C2OC=2C=CC=CC12)OC 9,9-dimethoxyxanthene